4-Allyl-1-(1-(naphthalen-1-yl)ethyl)piperidine-4-carboxylic acid C(C=C)C1(CCN(CC1)C(C)C1=CC=CC2=CC=CC=C12)C(=O)O